3-(5-fluoro-2-pyridyl)-4-[4-(trifluoromethyl)anilino]benzoic acid FC=1C=CC(=NC1)C=1C=C(C(=O)O)C=CC1NC1=CC=C(C=C1)C(F)(F)F